2-{[3,5-Dicyano-6-(1,4-diazepan-1-yl)-4-ethylpyridin-2-yl]sulfanyl}-2-phenylacetamide, hydrochloride Cl.C(#N)C=1C(=NC(=C(C1CC)C#N)N1CCNCCC1)SC(C(=O)N)C1=CC=CC=C1